N1C=NC(=C1)CCNC(CC(CC(=O)NCCC=1N=CNC1)C)=O N,N'-bis[2-(1H-imidazol-4-yl)ethyl]-3-methylpentanediamide